2'-cyano-4-methyl-biphenyl C(#N)C1=C(C=CC=C1)C1=CC=C(C=C1)C